1-(3-(((4,4-bis(octyloxy)butanoyl)oxy)methyl)-5-(hydroxymethyl)benzyl) 8-(2-butyloctyl) octanedioate C(CCCCCCC(=O)OCC(CCCCCC)CCCC)(=O)OCC1=CC(=CC(=C1)CO)COC(CCC(OCCCCCCCC)OCCCCCCCC)=O